C(C)(=O)C1=NN(C2=C(C=C(C=C12)C=1C=NC(=CC1)CO)C)CC(=O)N1[C@@H]2C[C@@]2(C[C@H]1C(=O)NC1=NC(=CC=C1C)Br)C (1R,3S,5R)-2-(2-(3-acetyl-5-(6-(hydroxymethyl)pyridin-3-yl)-7-methyl-1H-indazol-1-yl)acetyl)-N-(6-bromo-3-methylpyridin-2-yl)-5-methyl-2-azabicyclo[3.1.0]hexane-3-carboxamide